C(#C)C1N(CCCC1)C(=O)OC(C)(C)C tert-butyl 2-ethynylpiperidine-1-carboxylate